OC1=C(C(=O)OC2=C(C=CC=C2)C(C)(C)C)C=CC=C1 tert-Butylphenol Hydroxybenzoate